CC=1N(C(=CC1)C)C1=NNC=C1OC 3-(2,5-dimethyl-1H-pyrrol-1-yl)-4-methoxy-1H-pyrazole